2,5,9-trimethyldodecane CC(C)CCC(CCCC(CCC)C)C